N-[1-(3-chloro-4-methoxybenzyl)piperidin-4-yl]-4-(furo[3,2-c]pyridin-4-yl)benzamide tert-butyl-(3-azabicyclo[3.1.1]heptan-6-yl)carbamate C(C)(C)(C)N(C(O)=O)C1C2CNCC1C2.ClC=2C=C(CN1CCC(CC1)NC(C1=CC=C(C=C1)C1=NC=CC3=C1C=CO3)=O)C=CC2OC